NC1=NC=NN2C1=C(C=C2C=2C=CC(=C(C(=O)N[C@@H]1CN(C[C@@H]1F)C(=O)C1CC(C1)F)C2)Cl)CN2CCC(CC2)(F)F 5-{4-amino-5-[(4,4-difluoropiperidin-1-yl)methyl]pyrrolo[2,1-f][1,2,4]triazin-7-yl}-2-chloro-N-[(3R,4S)-4-fluoro-1-(3-fluorocyclobutanecarbonyl)pyrrolidin-3-yl]benzamide